C1N(CC2C1CC(C2)C(=O)OC)C(=O)OCC2=CC=CC=C2 2-benzyl 5-methyl hexahydrocyclopenta[c]pyrrole-2,5(1H)-dicarboxylate